tert-butyl 5-(4,4,5,5-tetramethyl-1,3,2-dioxaborolan-2-yl)-3-(trifluoromethyl)indazole-1-carboxylate CC1(OB(OC1(C)C)C=1C=C2C(=NN(C2=CC1)C(=O)OC(C)(C)C)C(F)(F)F)C